C(C)(C)(C)OC(=O)[N] N-(t-butoxycarbonyl)Nitrogen